6-chloro-N-(4-fluoro-5-(2-morpholinopyrimidin-5-yl)-2-((3S,5R)-3,4,5-trimethylpiperazin-1-yl)phenyl)-4-(trifluoromethyl)nicotinamide ClC1=NC=C(C(=O)NC2=C(C=C(C(=C2)C=2C=NC(=NC2)N2CCOCC2)F)N2C[C@@H](N([C@@H](C2)C)C)C)C(=C1)C(F)(F)F